C[Si](C=1SC=C(N1)C(=O)OC(=O)N1CC2CC3=C(C=C2CC1)NN=C3)(C)C 2-(trimethylsilyl)thiazole-4-carbonyl-4a,5,7,8-tetrahydro-1H-pyrazolo[3,4-g]isoquinoline-6(4H)-carboxylate